FC1(C(CN(CC1)C1=C(C(=O)O)C(=CC(=N1)C)C)C)F 2-(4,4-difluoro-3-methylpiperidin-1-yl)-4,6-dimethylnicotinic acid